C(#N)C=1N=C2C(=CC(N(C2=CC1)C)=O)N(C1=CC=C(C=C1)C1=CC=C(C=C1)C(=O)N(C)C)CC1CC1 4'-((6-cyano-1-methyl-2-oxo-1,2-dihydro-1,5-naphthyridin-4-yl)(cyclopropylmethyl)amino)-N,N-dimethyl-[1,1'-biphenyl]-4-carboxamide